(S)-2-((S)-2-acetamido-3-(1H-indol-3-yl)propionamido)-6-diazo-5-oxohexanoic acid C(C)(=O)N[C@H](C(=O)N[C@H](C(=O)O)CCC(C=[N+]=[N-])=O)CC1=CNC2=CC=CC=C12